C(#N)C1=CC=2N(N=C1)C(=CC2)C2=CC(=C(C=N2)C2=NN=C(S2)C21CCC(C2)(C1)NC(C)=O)NC1COC1 N-(4-(5-(6-(3-cyanopyrrolo[1,2-b]pyridazin-7-yl)-4-(oxetan-3-ylamino)pyridin-3-yl)-1,3,4-thiadiazol-2-yl)bicyclo[2.1.1]hexan-1-yl)acetamide